C(C)N1N=CC=C1C1=CN(C2=NC=CC(=C21)OC2=C(C=C(C=C2F)NC(=O)NCC2(COC2)C)F)COCC[Si](C)(C)C 1-(4-{[3-(1-ethyl-1H-pyrazol-5-yl)-1-{[2-(trimethylsilyl)ethoxy]methyl}-1H-pyrrolo[2,3-b]pyridin-4-yl]oxy}-3,5-difluorophenyl)-3-[(3-methyloxetan-3-yl)methyl]urea